N(=[N+]=[N-])N[C@@H]1C(O)O[C@@H]([C@H]([C@@H]1O)O)CO N-azidomannosamine